ClC1=C(C=CC=C1COC1=NC=2CCN(CC2C=C1)CCO)C1=C(C=CC=C1)C 2-(2-((2-Chloro-2'-methyl-[1,1'-biphenyl]-3-yl)methoxy)-7,8-dihydro-1,6-naphthyridin-6(5H)-yl)ethan-1-ol